CN1C(N(C(C(=C1)NS(=O)(=O)CC1=CC=CC=C1)=O)CC(=O)O)=O 2-(3-methyl-2,6-dioxo-5-((phenylmethyl)sulfonamido)-3,6-dihydropyrimidin-1(2H)-yl)acetic acid